aromadendrin 3-acetate C(C)(=O)O[C@@H]1[C@H](OC=2C=C(C=C(C2C1=O)O)O)C1=CC=C(O)C=C1